ClC=1C=C2C(=C(C=NC2=CC1)NC(OC(C)(C)C)=O)C(C)C tert-butyl (6-chloro-4-isopropylquinolin-3-yl)carbamate